NC1=C(C=CC=C1)C(C1=CC=C(C=C1)F)=O 2'-amino-4-fluorobenzophenone